[O-]P([O-])(=O)OP(=O)([O-])O.[Fe+2].[Li+] Lithium Iron Pyrophosphate